COC1=C(CN(S(=O)(=O)C2=C(C=CC(=C2)C2COCC2)OC)CC2=C(C=C(C=C2)OC)OC)C=CC(=C1)OC N,N-bis(2,4-dimethoxybenzyl)-2-methoxy-5-(tetrahydrofuran-3-yl)benzenesulfonamide